N(=[N+]=[N-])CCOCCOCCOCCN(CC1=CC=CC=C1)CC1=CC=CC=C1 2-(2-(2-(2-azidoethoxy)ethoxy)ethoxy)-N,N-dibenzylethan-1-amine